C[Si](CCOCN1C(=NC(=C1)C)[Sn](C)(C)C)(C)C trimethyl-[2-[(4-methyl-2-trimethylstannyl-imidazol-1-yl)methoxy]ethyl]silane